pyrazole mercaptosodium salt S[Na].N1N=CC=C1